N,N-bis(sulfoethyl)hydroxylamine S(=O)(=O)(O)CCN(O)CCS(=O)(=O)O